ClC=1C(=C(C=CC1F)[C@@H](NC(=O)N1[C@@H](C(NCC1)=O)C)[C@H]1CO[C@@H](CC1)C(F)(F)F)F (2R)-N-((S)-(3-chloro-2,4-difluorophenyl)((3S,6S)-6-(trifluoromethyl)-tetrahydro-2H-pyran-3-yl)methyl)-2-methyl-3-oxopiperazine-1-carboxamide